C(C=C)(=O)[O-].C(C=C)(=O)[O-].C(C=C)(=O)[O-].C(C=C)(=O)[O-].[Zr+4] zirconium tetraacrylate